CC1=C(OC2=NC(=NC(=C2)C2=C(C=CC=C2)C)NS(=O)(=O)C2=CC(=CC=C2)[N+](=O)[O-])C=CC=C1 N-[4-(2-methylphenoxy)-6-(o-tolyl)pyrimidin-2-yl]-3-nitro-benzenesulfonamide